1-(1-methoxy-4-piperidylidene)propan-2-one CON1CCC(CC1)=CC(C)=O